FC1(OC2=C(O1)C=CC(=C2)CN2CCC(CC2)(O)C=2C=C1C(N(C(C1=CC2)=O)C2C(NC(CC2)=O)=O)=O)F 5-(1-((2,2-difluorobenzo[d][1,3]dioxol-5-yl)methyl)-4-hydroxypiperidin-4-yl)-2-(2,6-dioxopiperidin-3-yl)isoindoline-1,3-dione